5-[2,4'-bis(trifluoromethyl)biphenyl-4-yl]-3,6-dihydro-2H-1,3,4-oxadiazin-2-one FC(C1=C(C=CC(=C1)C1=NNC(OC1)=O)C1=CC=C(C=C1)C(F)(F)F)(F)F